FC(CC[C@@H](CC=C)N)(C)F (S)-7,7-difluoro-oct-1-en-4-amine